3,3-difluoro-N-(2-fluoro-5-((2-(((3S,5S)-5-fluoropiperidin-3-yl)amino)-[4,5'-bipyrimidin]-4'-yl)oxy)-6-methylnaphthalen-1-yl)butane-1-sulfonamide FC(CCS(=O)(=O)NC1=C(C=CC2=C(C(=CC=C12)C)OC1=NC=NC=C1C1=NC(=NC=C1)N[C@@H]1CNC[C@H](C1)F)F)(C)F